ClC1=NC(=CC=C1C(C1(CCN(CC1)C(=O)OC(C)(C)C)C)O)COC1OCCCC1 tert-butyl 4-[[2-chloro-6-(tetrahydropyran-2-yloxymethyl)-3-pyridyl]-hydroxy-methyl]-4-methyl-piperidine-1-carboxylate